BrC1=C(C=C(C=C1)C1=CC=C(C=C1)CC)F 1-bromo-2-fluoro-4-(4-ethylphenyl)benzene